FC1=C(C(=CC(=C1)C=1C=NC(=CC1)C1=CC=CC=C1)O)N1CC(NS1(=O)=O)=O 5-[2-fluoro-6-hydroxy-4-(6-phenyl-3-pyridinyl)phenyl]-1,1-dioxo-1,2,5-thiadiazolidin-3-one